ClC1=C(CS(=O)(=O)C2=NC=3N(C(N(C(C3N2C)=O)C)=O)C)C=C(C=C1)Cl 8-(2,5-dichlorobenzylsulfonyl)-1,3,7-trimethyl-1H-purine-2,6(3H,7H)-dione